bis(3,5-bis(trifluoromethyl)phenyl)(2,3,5,6-tetrafluoro-4-(trifluoromethyl)phenyl)borane FC(C=1C=C(C=C(C1)C(F)(F)F)B(C1=C(C(=C(C(=C1F)F)C(F)(F)F)F)F)C1=CC(=CC(=C1)C(F)(F)F)C(F)(F)F)(F)F